NC=1C(C(C1N1[C@H](C(NC2=C(C1)C=CC=C2)=O)[C@@H](C)CC)=O)=O 3-amino-4-((S)-3-((S)-sec-butyl)-2-oxo-1,2,3,5-tetrahydro-4H-benzo[e][1,4]Diazepin-4-yl)cyclobut-3-ene-1,2-dione